tert-Butyl N-(4-chloro-7-methyl-thieno[3,2-c]pyridin-2-yl)carbamate Methyl-4-chloro-7-methyl-thieno[3,2-c]pyridine-2-carboxylate COC(=O)C1=CC=2C(=NC=C(C2S1)C)Cl.ClC1=NC=C(C2=C1C=C(S2)NC(OC(C)(C)C)=O)C